C1(=CC=CC=C1)S(=O)(=O)/C=C/CNC(=O)C=1C(NC=2CCN(CC2C1)C(=O)O[C@@H]1COCC1)=O (3S)-Oxolan-3-yl 3-{[(2E)-3-(benzenesulfonyl)prop-2-en-1-yl]carbamoyl}-2-oxo-1,2,5,6,7,8-hexahydro-1,6-naphthyridine-6-carboxylate